trichloroarsenic Cl[As](Cl)Cl